C(C)(=O)OCCCCNC1=C(C(=C(C=C1)Br)C)[N+](=O)[O-] 4-(4-bromo-3-methyl-2-nitroanilino)butyl acetate